4-fluoro-3-(trifluoromethylsulfonyl)benzenesulfonamide FC1=C(C=C(C=C1)S(=O)(=O)N)S(=O)(=O)C(F)(F)F